ethyl 2-(pyrazolo[1,5-a]pyridin-2-yl)acetate N1=C(C=C2N1C=CC=C2)CC(=O)OCC